NC(C)(C)C1=CC(=C(C=N1)CN1N=CC=2N=C(N=C(C21)N[C@H](CCO[Si](C2=CC=CC=C2)(C2=CC=CC=C2)C(C)(C)C)CCC)N)OC (S)-1-((6-(2-aminopropan-2-yl)-4-methoxypyridin-3-yl)methyl)-N7-(1-((tert-butyldiphenylsilyl)oxy)hexan-3-yl)-1H-pyrazolo[4,3-d]pyrimidine-5,7-diamine